BrCC=1C=C2C=CN=CC2=CC1 6-(Bromomethyl)isoquinoline